C(C)C1(C(CCCC1)(O)CC)CC triethyl-cyclohexanol